[(2R,3S,4R,5R)-5-[2-cyano-4-[[(1S)-1-(4-fluorophenyl)ethyl]-amino]pyrrolo[2,3-d]-pyrimidin-7-yl]-3,4-dihydroxy-tetrahydro-furan-2-yl]methoxy-methylphosphonic acid C(#N)C=1N=C(C2=C(N1)N(C=C2)[C@H]2[C@@H]([C@@H]([C@H](O2)COCP(O)(O)=O)O)O)N[C@@H](C)C2=CC=C(C=C2)F